5-((7-chloroquinolin-4-yl)amino)-2-methoxyphenol ClC1=CC=C2C(=CC=NC2=C1)NC=1C=CC(=C(C1)O)OC